N1(C=NC=C1)C1CCC(CC1)OC1=NC2=CC(=NC=C2C=C1C(=O)O)N1CCOCC1 (((1s,4s)-4-(1H-imidazol-1-yl)cyclohexyl)oxy)-7-morpholino-1,6-naphthyridine-3-carboxylic acid